C(C)(=O)C1=C(C=C(C=C1)Cl)C=1C(=NN(C(C1)=O)[C@H](C(=O)NC1=CC=C(C=C1)S(=O)(=O)O)CC1=CC=CC=C1)OC (S)-4-(2-(4-(2-acetyl-5-chlorophenyl)-3-methoxy-6-oxopyridazin-1(6H)-yl)-3-phenylpropanamido)phenylsulfonic acid